C(C)(C)(C)N1N=C(C=C1C(=O)N(C)OC)C1CC2(OCCO2)CC1 1-(tert-butyl)-N-methoxy-N-methyl-3-(1,4-dioxaspiro[4.4]nonan-7-yl)-1H-pyrazole-5-carboxamide